C1(CC1)C(=O)NC1=CC(=C(N=N1)C(=O)N)NC1=C(C(=CC=C1)C=1C=NN(C1)[C@@H]1[C@H](CCC1)OC(F)(F)F)OC 6-(cyclopropanecarboxamido)-4-((2-methoxy-3-(1-((1S,2S)-2-(trifluoromethoxy)cyclopentyl)-1H-pyrazol-4-yl)phenyl)amino)pyridazine-3-carboxamide